N-(2-CHLORO-4-(TRIFLUOROMETHOXY)PHENYL)-6-METHOXY-2-(TRIFLUOROMETHYL)-1H-IMIDAZO[4,5-B]PYRAZIN-5-AMINE ClC1=C(C=CC(=C1)OC(F)(F)F)NC=1N=C2C(=NC1OC)NC(=N2)C(F)(F)F